CC1=CN=C2C(=N1)N(C(C(=C2)C2CCN(CC2)C(=O)OC(C)(C)C)=O)CC2=NC=CN=C2C(F)(F)F tert-butyl 4-(3-methyl-6-oxo-5-((3-(trifluoromethyl)pyrazin-2-yl)methyl)-5,6-dihydropyrido[2,3-b]pyrazin-7-yl)piperidine-1-carboxylate